tert-butyl (5-(5-(4-fluorophenoxy)pyridin-2-yl)-7-(4-fluorophenyl)benzofuran-2-yl)methylcarbamate FC1=CC=C(OC=2C=CC(=NC2)C=2C=C(C3=C(C=C(O3)CNC(OC(C)(C)C)=O)C2)C2=CC=C(C=C2)F)C=C1